S1C=CC=NC2=C1C=CC=C2 1,5-benzothiazepine